C(C)N1CCN(CC1)C1=CC(=C(C(=O)NC2=CC(=C(C=C2)C)NC2=NC=CC(=N2)C=2C=NC=CC2)C=C1)C(F)(F)F 4-(4-Ethyl-piperazin-1-yl)-N-[4-methyl-3-(4-pyridin-3-yl-pyrimidin-2-ylamino)-phenyl]-2-trifluoromethyl-benzamide